N-(2-(3,3-difluoropyrrolidin-1-yl)-7-methylthieno[3,2-d]pyrimidin-4-yl)-5-nitrothiophene-2-carboxamide FC1(CN(CC1)C=1N=C(C2=C(N1)C(=CS2)C)NC(=O)C=2SC(=CC2)[N+](=O)[O-])F